1,2-bis[4-(4-aminophenyl)phenyl]benzene NC1=CC=C(C=C1)C1=CC=C(C=C1)C1=C(C=CC=C1)C1=CC=C(C=C1)C1=CC=C(C=C1)N